C(C)(C)(C)OC(=O)N[C@@H](C)C1=NC(=NN1C1=CC=NC=N1)C1CC1 6-[5-[(1S)-1-(tert-Butoxycarbonylamino)ethyl]-3-cyclopropyl-1,2,4-triazol-1-yl]pyrimidin